CC(=CCC/C(=C/CC/C(=C/CCC(=O)C)/C)/C)C The molecule is a terpene ketone in which an (E,E)-farnesyl group is bonded to one of the alpha-methyls of acetone. It has a role as a hormone and a metabolite. It contains a 2-trans,6-trans-farnesyl group.